S1C2=C(C=C1C1=NC=CC=C1)C=CC=C2 2-(benzo[b]thiophene-2-yl)pyridine